methyl-1-aminocyclopropane hydrochloride Cl.CC1(CC1)N